C(C)(C)(C)N1C=NC(=C1)C(=O)NC1=CC(=C(C=C1)C)C1=CC=2N(C(=C1)N1CCOCC1)C=NC2 1-Tert-butyl-N-{4-methyl-3-[5-(morpholin-4-yl)imidazo[1,5-a]pyridin-7-yl]phenyl}imidazole-4-carboxamide